ClC1=C(C=CC=C1)N1N=C(C=C1C1=CN=C(O1)CC(C)C)CO 1-[(2-chlorophenyl)-5-[2-(2-methylpropyl)-1,3-oxazol-5-yl]-1H-pyrazol-3-yl]methanol